BrC1=C(C2=C(NC(=N2)NCC2CCC(CC2)C)C=C1)F (S)-(5-bromo-4-fluoro-1H-benzimidazol-2-yl)(4-methylcyclohexyl)methylamine